cetylether phosphate P(=O)(O)(O)O.C(CCCCCCCCCCCCCCC)OCCCCCCCCCCCCCCCC